5-({3-fluoro-4-[5-(trifluoromethyl)-1,2,4-oxadiazol-3-yl]phenyl}methoxy)-1H-pyrrolo[2,3-b]pyridine FC=1C=C(C=CC1C1=NOC(=N1)C(F)(F)F)COC=1C=C2C(=NC1)NC=C2